O1CCC(=CC1)C=1C=C2C(=NC(=NC2=C2C1OCC2)C)N[C@H](C)C=2C(=C(C=CC2)C(CO)(F)F)F (R)-2-(3-(1-((6-(3,6-dihydro-2H-pyran-4-yl)-2-methyl-8,9-dihydrofuro[2,3-H]quinazolin-4-yl)amino)ethyl)-2-fluorophenyl)-2,2-difluoroethan-1-ol